FC1=C2C(NC(NC2=CC(=C1)F)=O)=O 5,7-difluoroquinazoline-2,4(1H,3H)-dione